C(#N)N=C(NCNC(=NC#N)N)N 2-cyano-1-((2-cyanoguanidino)-methyl)guanidine